C1(CC1)C=1C=CC(=NC1)OC1CN(C1)C(=O)N1CC2(C1)CC(C2)N2N=C(N=C2)C2CC2 [3-[(5-cyclopropyl-2-pyridyl)oxy]azetidin-1-yl]-[6-(3-cyclopropyl-1,2,4-triazol-1-yl)-2-azaspiro[3.3]heptan-2-yl]methanone